ClC1=CN(C2=CC=C(C=C12)CN(CCCO)C)C1=NOC(=N1)C1=CC(=C(C=C1)OC(C)C)Cl 3-(((3-chloro-1-(5-(3-chloro-4-isopropoxyphenyl)-1,2,4-oxadiazol-3-yl)-1H-indol-5-yl)methyl)(methyl)amino)propan-1-ol